CNCCN(CCNC)CCNC tris(2-(methylamino)ethyl)amine